4-amino-catechol butenoate C(C=CC)(=O)O.NC=1C=C(C(O)=CC1)O